3,5-di-tert-butyl-4-hydroxybenzoate C(C)(C)(C)C=1C=C(C(=O)[O-])C=C(C1O)C(C)(C)C